C(C1=CC=CC=C1)OC=1C(=C(C(=NC1C)C1=CC(=CC=2SC(=C(C21)Cl)C(=O)N)OC)C)C (5-(benzyloxy)-3,4,6-trimethylpyridin-2-yl)-3-chloro-6-methoxybenzo[b]thiophene-2-carboxamide